ClC=1C(=C(C=CC1)NS(=O)(=O)C=1SC(=CC1)S(=O)(=O)NC)N1CCC(CC1)(C)C N2-[3-chloro-2-(4,4-dimethyl-1-piperidyl)phenyl]-N5-methyl-thiophene-2,5-disulfonamide